(1S,2R,3S,4R)-4-(2-(5-chloropyridin-3-yl)-6-(((4-(trifluoromethyl)pyridin-2-yl)methyl)amino)-9H-purin-9-yl)-2,3-dihydroxyl-N-methylcyclopentane-formamide ClC=1C=C(C=NC1)C1=NC(=C2N=CN(C2=N1)[C@H]1[C@@H]([C@@H]([C@H](C1)C(=O)NC)O)O)NCC1=NC=CC(=C1)C(F)(F)F